3-(2,2-difluoroethyl)-7-(((3R,4R)-3-fluoro-1-methylpiperidin-4-yl)amino)-1-oxidobenzo[b]thiophen FC(CC=1C2=C(S(C1)=O)C(=CC=C2)N[C@H]2[C@@H](CN(CC2)C)F)F